C(C)(C)(C)OC(=O)N(CCNC1=NC2=C(C3=CN=CC=C13)C=CC(=C2)C(=O)OC)C Methyl 5-((2-((tert-butoxycarbonyl)(methyl)amino)ethyl)amino)benzo[c][2,6]naphthyridine-8-carboxylate